F[C@@H]1C[C@H](CC1)N1CN(C(C2=CC=C(C=C12)C(F)(F)F)=O)C1=C(NC(C=C1)=O)C 1-((1s,3s)-3-fluorocyclopentyl)-3-(2-methyl-6-oxo-1,6-dihydropyridin-3-yl)-7-(trifluoromethyl)-2,3-dihydroquinazolin-4(1H)-one